N[C@H](C(=O)O)CCCCNC(CC1N=CC=N1)=O (2S)-2-amino-6-[[2-(2H-imidazol-2-yl)acetyl]amino]hexanoic acid